N-(6-chloro-1,3-benzothiazol-2-yl)-4-(2-chloro-5-methoxy-4-pyridyl)-6-methyl-pyridine-3-carboxamide ClC1=CC2=C(N=C(S2)NC(=O)C=2C=NC(=CC2C2=CC(=NC=C2OC)Cl)C)C=C1